1-(6-((4-(methylsulfonyl)piperazin-1-yl)methyl)-2-(3-(m-tolyl)-1H-pyrazol-1-yl)thieno[3,2-d]pyrimidin-4-yl)pyrrolidin-3-one CS(=O)(=O)N1CCN(CC1)CC1=CC=2N=C(N=C(C2S1)N1CC(CC1)=O)N1N=C(C=C1)C=1C=C(C=CC1)C